CC1=NOC(=C1C1=CC=C2C(=N1)N(N=C2C2=NC(=NC=C2C(F)(F)F)N[C@@H]2CN(CCC2)C(=O)OC(C)(C)C)C2OCCCC2)C Tert-butyl (3S)-3-[[4-[6-(3,5-dimethylisoxazol-4-yl)-1-tetrahydropyran-2-yl-pyrazolo-[3,4-b]-pyridin-3-yl]-5-(trifluoromethyl)pyrimidin-2-yl]-amino]-piperidine-1-carboxylate